C1=CC=CC2C3C=CC=CC3N(C12)C1=CC=C(C=C1)C(C(=O)O)=C (4-(4a,4b,8a,9a-tetrahydro-9H-carbazol-9-yl)phenyl)acrylic acid